(4-benzyl-6-cyclopropylmorpholin-2-yl)methanol C(C1=CC=CC=C1)N1CC(OC(C1)C1CC1)CO